NC=1SC(=CN1)CC=1C=C(C(=C(C(=O)OC)C1)C)C methyl 5-((2-aminothiazol-5-yl) methyl)-2,3-dimethylbenzoate